CN1C=CC2=C(C=CC=C12)C1=C(C=CC=C1)C1CC(C(O1)=O)=C 5-(2-(1-methyl-1H-indol-4-yl)phenyl)-3-methylenedihydrofuran-2(3H)-one